racemic-1-[4-(trifluoromethoxy)phenyl]ethan-1-ol FC(OC1=CC=C(C=C1)[C@@H](C)O)(F)F |r|